(S)-2-(2-chloro-6-fluorobenzamido)-3-(4-(5'-(dimethylamino)-2'-oxospiro[cyclopropane-1,3'-indoline]-1'-yl)phenyl)propanoic acid ClC1=C(C(=O)N[C@H](C(=O)O)CC2=CC=C(C=C2)N2C(C3(C4=CC(=CC=C24)N(C)C)CC3)=O)C(=CC=C1)F